Cl.FC=1C=C(COC2CC(C2)NCC2=C3C=CN=CC3=CC=C2F)C=CC1C(F)(F)F (1r,3r)-3-((3-fluoro-4-(trifluoromethyl)benzyl)oxy)-N-((6-fluoroisoquinolin-5-yl)methyl)cyclobutane-1-amine hydrochloride